2-((4-(3-(4-chloro-2-fluorophenyl)chroman-5-yl)piperidin-1-yl)methyl)-3-(((S)-oxetan-2-yl)methyl)-3H-imidazo[4,5-b]pyridine-5-carboxylic acid ClC1=CC(=C(C=C1)C1COC2=CC=CC(=C2C1)C1CCN(CC1)CC1=NC=2C(=NC(=CC2)C(=O)O)N1C[C@H]1OCC1)F